5-(2,4-difluoro-5-methylphenyl)-N-(1-(piperidin-4-yl)-1H-pyrazol-4-yl)imidazo[1,2-a]pyrazin-8-amine bishydrochloride Cl.Cl.FC1=C(C=C(C(=C1)F)C)C1=CN=C(C=2N1C=CN2)NC=2C=NN(C2)C2CCNCC2